C(C)(SC[C@@H]1C[C@@H](C1)N1C=NC=2C1=C1C(=NC2)N(C=C1)S(=O)(=O)C1=CC=C(C)C=C1)=O S-((cis-3-(6-tosylimidazo[4,5-d]pyrrolo[2,3-b]pyridin-1(6H)-yl)cyclobutyl)methyl) ethanethioate